NC1=CC=C(C(=C1C(=O)N(C)C)F)C=1C(=C2C(=NC1)NC[C@]21C[C@H](CC1)N1N=CC(=C1)C(F)(F)F)Cl 6-Amino-3-((1R,3S)-4'-chloro-3-(4-(trifluoromethyl)-1H-pyrazol-1-yl)-1',2'-dihydrospiro[cyclopentane-1,3'-pyrrolo[2,3-b]pyridin]-5'-yl)-2-fluoro-N,N-dimethylbenzamide